FC1=C(C(=CC=C1)F)C1=CC=C(C=C1)S(=O)(=O)N 2',6'-difluoro-[1,1'-biphenyl]-4-sulfonamide